4-[[(2R,3r,4r,5r)-3-(3,4-difluoro-2-methoxy-phenyl)-4,5-dimethyl-5-(trifluoromethyl)tetrahydrofuran-2-carbonyl]amino]-6-methyl-pyridine-2-carboxamide FC=1C(=C(C=CC1F)[C@@H]1[C@@H](O[C@]([C@@H]1C)(C(F)(F)F)C)C(=O)NC1=CC(=NC(=C1)C)C(=O)N)OC